NC1=NC=CC(=N1)C=1C2=C(C(=NC1)NCC=1C=C(C(=O)NC3CC(C3)(F)F)C=CC1)CCO2 3-(((7-(2-Aminopyrimidin-4-yl)-2,3-dihydrofuro[3,2-c]pyridin-4-yl)amino)methyl)-N-(3,3-difluorocyclobutyl)benzamid